C1(C=CC(N1CCCC(=O)ON1C(CCC1=O)=O)=O)=O N-(γ-maleimidobutyroxy)succinimide